ClC=1C(=NC=C(C1)C(F)(F)F)C(=O)NC(NC1=C(C=C(C=C1C(NC)=O)Cl)Cl)=O 3-chloro-N-((2,4-dichloro-6-(methylcarbamoyl)phenyl)carbamoyl)-5-(trifluoromethyl)picolinamide